1-Oxyl-2,2,6,6-tetramethylpiperidin-4-yl-acetat ON1C(CC(CC1(C)C)CC(=O)[O-])(C)C